2-(6-Azaspiro[2.5]oct-6-yl)-4-iodo-benzoic acid C1CC12CCN(CC2)C2=C(C(=O)O)C=CC(=C2)I